NC1=C(N=CN(C1=O)CC1=C(C=C2[C@](NC(NC2=C1)=O)(C(F)(F)F)C#CC1CC1)Cl)Cl (S)-7-((5-amino-4-chloro-6-oxopyrimidin-1(6H)-yl)methyl)-6-chloro-4-(cyclopropylethynyl)-4-(trifluoromethyl)-3,4-dihydroquinazolin-2(1H)-one